COC1=C(C(=CC=C1)OC)S(=O)(=O)NC1=NOC2=C1C(=CC(=C2)C)OC 2,6-dimethoxy-N-(4-methoxy-6-methylbenzo[d]isoxazol-3-yl)benzenesulfonamide